CC([C@H](C)NC(=O)C1=C(C(=NN1C)C1(CCOCC1)O)NS(=O)(=O)C1=CC=C(C=C1)C)(C)C (S)-N-(3,3-dimethylbutan-2-yl)-3-(4-hydroxytetrahydro-2H-pyran-4-yl)-1-methyl-4-((4-methylphenyl)sulphonamido)-1H-pyrazole-5-carboxamide